ClC1=NC=C(C(=C1)C1=C(C=NC(=C1)C)C(=O)NC=1SC(=NN1)O[C@H]1[C@@H](OCC1)C)OC 2'-chloro-5'-methoxy-6-methyl-N-(5-(((2S,3R)-2-methyltetrahydrofuran-3-yl)oxy)-1,3,4-thiadiazol-2-yl)-(4,4'-bipyridine)-3-carboxamide